N-(2,4-difluoro-3-iodophenyl)-3,5-difluorobenzenesulfonamide FC1=C(C=CC(=C1I)F)NS(=O)(=O)C1=CC(=CC(=C1)F)F